4-(3,3-difluorocyclopentyl)-2-methoxypyrimidine-4,5-diamine FC1(CC(CC1)C1(NC(=NC=C1N)OC)N)F